tert-butyl(chloro)dimethyl-silane C(C)(C)(C)[Si](C)(C)Cl